((6-((dimethylamino)methyl)-5-(1-methoxycyclopropyl)pyridin-2-yl)amino)-4-(7-fluoroimidazo[1,2-a]pyridin-3-yl)-1-oxoisoindoline-2-carboxylic acid tert-butyl ester C(C)(C)(C)OC(=O)N1C(C2=CC=CC(=C2C1NC1=NC(=C(C=C1)C1(CC1)OC)CN(C)C)C1=CN=C2N1C=CC(=C2)F)=O